ClC1=NC=CC2=C1N=CN2[C@@H]2OCCCC2 |r| Rac-4-chloro-1-(tetrahydro-2H-pyran-2-yl)-1H-imidazo[4,5-c]pyridine